FC(CCCCNC)(C=1C=C(C=C(C1)C(F)(F)F)C1=CC=CC=C1)F 5,5-difluoro-N-methyl-5-(5-(trifluoromethyl)-[1,1'-biphenyl]-3-yl)pentane-1-amine